C[Si](C)(C)C#CN1CCOCC1 4-((trimethylsilyl)ethynyl)morpholine